1-(Cyclopropoxyethyl)-2-thioxo-1,2,3,5-tetrahydro-pyrrolo[3,2-d]pyrimidin-4-one C1(CC1)OCCN1C(NC(C2=C1C=CN2)=O)=S